p-phenoxyAniline tert-Butyl-(2S,4R)-4-(N-(2,2-difluoroethyl)-2,2,2-trifluoroacetamido)-2-(2,5-difluorophenyl)piperidine-1-carboxylate C(C)(C)(C)OC(=O)N1[C@@H](C[C@@H](CC1)N(C(C(F)(F)F)=O)CC(F)F)C1=C(C=CC(=C1)F)F.O(C1=CC=CC=C1)C1=CC=C(N)C=C1